ClC1=C(C(=C(N=N1)OC1=CC(=CC=C1)C(F)(F)F)C(=O)NCC(F)(F)C1=CC=C(C=C1)Cl)CC 6-chloro-N-[2-(4-chlorophenyl)-2,2-difluoro-ethyl]-5-ethyl-3-[3-(trifluoromethyl)phenoxy]pyridazine-4-carboxamide